Nε-allyloxycarbonyl-L-lysine C(C=C)OC(=O)NCCCC[C@H](N)C(=O)O